O1-tert-butyl O2-methyl (2S,4R)-4-[tert-butyl(diphenyl)silyl]oxypyrrolidine-1,2-dicarboxylate [Si](C1=CC=CC=C1)(C1=CC=CC=C1)(C(C)(C)C)O[C@@H]1C[C@H](N(C1)C(=O)OC(C)(C)C)C(=O)OC